N-[(1S)-1-[4-(Methylcarbamoyl)phenyl]ethyl]-4-[methyl(2-phenoxyethyl)amino]tetrahydropyran-4-carboxamide CNC(=O)C1=CC=C(C=C1)[C@H](C)NC(=O)C1(CCOCC1)N(CCOC1=CC=CC=C1)C